tert-Butyl 5-(4-amino-2-(difluoromethoxy)-6-fluorophenyl)-3-(1-methyl-1H-pyrazol-4-yl)-1H-pyrazolo[3,4-c]pyridine-1-carboxylate NC1=CC(=C(C(=C1)F)C=1C=C2C(=CN1)N(N=C2C=2C=NN(C2)C)C(=O)OC(C)(C)C)OC(F)F